3-(4-fluoro-3-(trifluoromethyl)phenyl)-5-(2-(3-fluoropyrrolidin-1-yl)-2-oxoethyl)-N-hydroxy-4-oxo-4,5-dihydrothieno[3,2-c]pyridine-7-carboximidamide FC1=C(C=C(C=C1)C1=CSC2=C1C(N(C=C2C(NO)=N)CC(=O)N2CC(CC2)F)=O)C(F)(F)F